tert-butyl (5-{1-[(4-fluorophenyl)carbamoyl] cyclobutyl} pyridin-2-yl)carbamate FC1=CC=C(C=C1)NC(=O)C1(CCC1)C=1C=CC(=NC1)NC(OC(C)(C)C)=O